C(CC(O)(C(=O)[O-])CC(=O)[O-])(=O)[O-].[Al+3] aluminum mono-citrate